C1(CCCCC1)CN1CCC2(C(CN(C2)CCC2=NC=CC=C2)C(=O)OC)CC1 methyl 8-(cyclohexylmethyl)-2-(2-(pyridin-2-yl)ethyl)-2,8-diazaspiro[4.5]decane-4-carboxylate